N-((1s,3s)-3-(6-((4-(1-(7-(2-(3-(2,6-dioxopiperidin-3-yl)phenoxy)acetyl)-7-azaspiro[3.5]nonan-2-yl)piperidin-4-yl)phenyl)amino)-9H-purin-9-yl)cyclobutyl)-2-phenylacetamide O=C1NC(CC[C@H]1C=1C=C(OCC(=O)N2CCC3(CC(C3)N3CCC(CC3)C3=CC=C(C=C3)NC3=C4N=CN(C4=NC=N3)C3CC(C3)NC(CC3=CC=CC=C3)=O)CC2)C=CC1)=O